C1(CCCCC1)NC(COC1=CC=C2C(=NN(C2=C1)C)C1C(NC(CC1)=O)=O)=O N-Cyclohexyl-2-((3-(2,6-dioxopiperidin-3-yl)-1-methyl-1H-indazol-6-yl)oxy)-acetamide